2-(4-(naphthalen-1-ylmethoxy)phenyl)acetic acid C1(=CC=CC2=CC=CC=C12)COC1=CC=C(C=C1)CC(=O)O